C(#N)C=1C(C([C@@H]2CC[C@]3([C@@]4(CC[C@]5(CC[C@H]([C@@H]([C@H]5[C@H]4C(C=C3[C@]2(C1)C)=O)C)C)NC(=O)NCC)C)C)(C)C)=O 1-((1S,2R,4aS,6aR,6bS,8aR,12aS,14aR,14bS)-11-cyano-1,2,6a,6b,9,9,12a-heptamethyl-10,14-dioxo-1,3,4,5,6,6a,6b,7,8,8a,9,10,12a,14,14a,14b-hexadecahydropicen-4a(2H)-yl)-3-ethylurea